S(=O)(O)Cl.C=CC propylene chlorosulfite